C(C)(C)(C)C1=CC=C(C=C1)C=1C(=CC=CC1)C(=O)NC 4'-(tert-butyl)-N-methyl-[1,1'-biphenyl]-2-carboxamide